4-(dimethylaminophenyl)nonane-1,6,8-triene-3,5-dione difluoride [F-].[F-].CN(C)C1=C(C=CC=C1)C(C(C=C)=O)C(C=CC=C)=O